3-iodo-1,5-dimethyl-4-phenyl-1H-pyrazole IC1=NN(C(=C1C1=CC=CC=C1)C)C